monon-butyl itaconate C(C(=C)CC(=O)[O-])(=O)OCCCC